[N+](=O)([O-])C1=C(C(C(=O)O)=CC=C1)C(=O)O 3-NitroPhthalic acid